5-(3-(difluoromethyl)imidazo[1,2-b]pyridazin-6-yl)-N-(cis-4-methoxycyclohexyl)-7H-pyrrolo[2,3-d]pyrimidin-2-amine FC(C1=CN=C2N1N=C(C=C2)C2=CNC=1N=C(N=CC12)N[C@@H]1CC[C@@H](CC1)OC)F